C(C)OC=1C=C(C=2N(C1)N=CC2C#N)C2=NC=C(N=C2)N2CC1N(C(C2)C1)CC=1C=NC(=CC1)CC 6-ethoxy-4-(5-(6-((6-ethylpyridin-3-yl)methyl)-3,6-diazabicyclo[3.1.1]heptan-3-yl)pyrazin-2-yl)pyrazolo[1,5-a]pyridine-3-carbonitrile